(5-(3,3,3-trifluoropropoxy)-1,3,4-oxadiazol-2-yl)methanone FC(CCOC1=NN=C(O1)C=O)(F)F